2-n-butyltin CC(CC)[Sn]